diazirineid N1N=[C-]1